N-ethyl-N,N-dimethyl-N-dodecyl-ammonium ethyl-sulfate C(C)OS(=O)(=O)[O-].C(C)[N+](CCCCCCCCCCCC)(C)C